NC1=CC(=NN1CC1=CC=CC=C1)C1=CC=C(C=C1)NC(C1=C(C=CC=C1)Cl)=O N-(4-(5-amino-1-benzyl-1H-pyrazol-3-yl)phenyl)-2-chlorobenzamide